OC1(CNCC1)C1=CC(N(C=C1)C)=O 4-(3-hydroxypyrrolidin-3-yl)-1-methylpyridin-2(1H)-one